C(#N)C1=C(C(=C(C=C1)NC(C(C)(C)N1N=CC(=C1)C#CC1CN(C1)C=1C=C2C(N(C(C2=CC1)=O)C1C(NC(CC1)=O)=O)=O)=O)C)C N-(4-cyano-2,3-dimethylphenyl)-2-(4-((1-(2-(2,6-dioxopiperidin-3-yl)-1,3-dioxoisoindolin-5-yl)azetidin-3-yl)ethynyl)-1H-pyrazol-1-yl)-2-methylpropanamide